ClC1=NC=C(C(=N1)C1=CNC2=NC(=CC=C21)C)Cl 3-(2,5-dichloropyrimidin-4-yl)-6-methyl-1H-pyrrolo[2,3-b]pyridine